COC=1C=C(C=O)C=CC1OC 3,4-Dimethoxybenzaldehyd